N-({4-hydroxy-1-[4-(3-methoxyphenoxy)benzyl]-2-oxo-1,2,5,6-tetrahydro-3-pyridinyl}carbonyl)glycine OC1=C(C(N(CC1)CC1=CC=C(C=C1)OC1=CC(=CC=C1)OC)=O)C(=O)NCC(=O)O